CN1N=C(C(=C1)C1=NC=CC(=C1F)NC=1N=CC2=C(C=CC(=C2C1)C(C)C)N1[C@@H]([C@H](C1)CS(=O)(=O)C)C)C N-(2-(1,3-dimethyl-1H-pyrazol-4-yl)-3-fluoropyridin-4-yl)-5-isopropyl-8-((2r,3s)-2-methyl-3-((methylsulfonyl)methyl)azetidin-1-yl)isoquinolin-3-amine